C(CCCCCCCCCC=CCCCCC)(=O)O 11-heptadecenoic acid